NC1=C2C(=NC=N1)N(N=C2C=2C=NC(=CC2)OC(C)C)[C@@H](C)C=2N=C1N(C(C2C2=CC(=CC=C2)F)=O)C(=CS1)C (S)-7-(1-(4-amino-3-(6-isopropoxypyridin-3-yl)-1H-pyrazolo[3,4-d]pyrimidin-1-yl)ethyl)-6-(3-fluorophenyl)-3-methyl-5H-thiazolo[3,2-a]pyrimidin-5-one